(E)-(2-chloro-6-hydroxy-4-methoxyphenyl)cyclopropylmethanone O-acetyl oxime C(C)(=O)O\N=C(/C1CC1)\C1=C(C=C(C=C1O)OC)Cl